N-{[3,3-Difluoro-1-(pyrrolidin-1-ylmethyl)cyclobutyl]methyl}-4H,5H,6H,7H,8H,9H-cycloocta[b]thiophene-2-carboxamide FC1(CC(C1)(CN1CCCC1)CNC(=O)C1=CC2=C(S1)CCCCCC2)F